(diisobutylamino)trisilane C(C(C)C)N(CC(C)C)[SiH2][SiH2][SiH3]